3-(4-fluorophenyl)isoxazolidine-2-carboxamide FC1=CC=C(C=C1)C1N(OCC1)C(=O)N